trans-[(S)-3-(2-Methyl-thiazol-4-yl)-isoxazolidin-2-yl]-[4-(2-methyl-[1,2,4]triazolo[1,5-a]pyridin-7-ylmethyl)-cyclohexyl]-methanone CC=1SC=C(N1)[C@H]1N(OCC1)C(=O)[C@@H]1CC[C@H](CC1)CC1=CC=2N(C=C1)N=C(N2)C